Cl.FC(C1=CC=C(C=C1)C=1SC=C(N1)COCCCCCCN1C[C@@H]([C@H]([C@@H]([C@H](C1)O)O)O)O)(F)F (3S,4R,5R,6S)-1-[6-({2-[4-(trifluoromethyl)phenyl]-1,3-thiazol-4-yl}methoxy)hexyl]-3,4,5,6-azepanetetrol hydrochloride